ClC1=NN(C=C1)C1=NC=2C=CC3=C(C2C=C1)C1=C(S3)C(N[C@@H](CN1)C)=O (R)-3-(3-chloro-1H-pyrazol-1-yl)-10-methyl-9,10,11,12-tetrahydro-8H-[1,4]diazepino[5',6':4,5]thieno[3,2-f]quinolin-8-one